CC(CN)(CCCN)C 2,2-dimethyl-1,5-diaminopentane